C=CCCCCCCC (-)-nonene